1-((3s,4r)-4-(3,4-difluorophenyl)-1-(2-methoxyethyl)pyrrolidin-3-yl)-3-(4-methyl-3-(2-methylthiazol-5-yl)-1-phenyl-1H-pyrazol-5-yl)urea FC=1C=C(C=CC1F)[C@H]1[C@@H](CN(C1)CCOC)NC(=O)NC1=C(C(=NN1C1=CC=CC=C1)C1=CN=C(S1)C)C